NC1=C(C=C(C=C1)C1=CC=C(C=C1)F)NC(C1=CC=C(C=C1)S(=O)(=O)C=1C=NC(=NC1)O)=O N-[2-amino-5-(4-fluorophenyl)phenyl]-4-[(2-hydroxypyrimidin-5-yl)sulfonyl]benzamide